OC1=C(C(N(C=C1)C)=O)NC(N[C@@H](CC(=O)OCC)C1=CC(=CC=C1)CC1=CC(=CC=C1)C)=O ethyl (S)-3-(3-(4-hydroxy-1-methyl-2-oxo-1,2-dihydropyridin-3-yl)ureido)-3-(3-(3-methyl benzyl)phenyl)propanoate